CN1CC(OB(OC(C1)=O)CC#CCCOS(=O)(=O)C1=CC=C(C=C1)C)=O 5-(6-methyl-4,8-dioxo-1,3,6,2-dioxazaborocan-2-yl)pent-3-yn-1-yl-4-methylbenzenesulfonate